FC1=C(CCN2C[C@@H](C([C@@H](C2)O)O)O)C=C(C=C1)F (3S,4r,5R)-1-(2,5-difluorophenethyl)piperidine-3,4,5-triol